2,2-dimethyl-3-oxopropanamide CC(C(=O)N)(C=O)C